FC(CCC1=NOC=C1C(=O)O)(F)F 3-(3,3,3-trifluoropropyl)isoxazole-4-carboxylic acid